[K+].COC(CC(=O)[O-])=O malonic acid monomethyl ester potassium salt